C(C1=CC=CC=C1)N1C(C2N(CCN(C2)CC2=CC=C3C=CC4=CC=CC5=CC=C2C3=C45)C(C1)=O)=O 8-benzyl-2-(pyrene-1-ylmethyl)hexahydro-2H-pyrazino[1,2-a]pyrazine-6,9-dione